N-((6-((3R,5S)-3,5-dimethylpiperazin-1-yl)pyridin-2-yl)methyl)-5-iodo-2-methyl-7-((2-(trimethylsilyl)ethoxy)methyl)-7H-pyrrolo[2,3-d]pyrimidin-4-amine C[C@@H]1CN(C[C@@H](N1)C)C1=CC=CC(=N1)CNC=1C2=C(N=C(N1)C)N(C=C2I)COCC[Si](C)(C)C